(4-methoxy-benzyl)-pyrimidine-2,4,5-triamine COC1=CC=C(CC2=C(C(=NC(=N2)N)N)N)C=C1